1-(6-{5-chloro-2-[(oxacyclohex-4-yl)amino]pyrimidin-4-yl}-1-oxo-2,3-dihydro-1H-isoindol-2-yl)-N-[(1R)-1-(3-methoxyphenyl)ethyl]cyclopropane-1-carboxamide ClC=1C(=NC(=NC1)NC1CCOCC1)C1=CC=C2CN(C(C2=C1)=O)C1(CC1)C(=O)N[C@H](C)C1=CC(=CC=C1)OC